(Z)-2-fluoro-3-(7-fluoro-1H-indazol-6-yl)-N-(5-fluoro-4-methyl-2-(trifluoromethyl)pyridin-3-yl)acrylamide F\C(\C(=O)NC=1C(=NC=C(C1C)F)C(F)(F)F)=C/C1=CC=C2C=NNC2=C1F